COC(=O)C=1C=C(N2C=CC=C2C1)C(C1=CC=C(C=C1)C)=O 5-(4-methylbenzoyl)indolizine-7-carboxylic acid methyl ester